C1(CC1)C1=C(C=NC2=CC=CN=C12)NC1=CC=C(C=C1)[C@H](C(F)(F)F)N(C(=O)C1CCC(CC1)C(=O)N(C)C)C (1r,4S)-N1-((S)-1-(4-((4-cyclopropyl-1,5-naphthyridin-3-yl)amino)phenyl)-2,2,2-trifluoroethyl)-N1,N4,N4-trimethylcyclohexane-1,4-dicarboxamide